(E)-3,6-DIMETHYL-HEPTA-2,5-DIENAL C\C(=C/C=O)\CC=C(C)C